C(C)(C)(C)OC(=O)N[C@H](C(C#N)NC1=C(C(=O)OCC)C=CC=C1)CC1=CNC2=CC=CC=C12 ethyl 2-(((2S)-2-((tert-butoxycarbonyl)amino)-1-cyano-3-(1H-indol-3-yl)propyl)amino)-benzoate